COC(C(=O)OC)O glyoxylic acid methyl ester methyl hemiacetal